3-acryloxyoctyl-methyl-dimethoxysilane C(C=C)(=O)OC(CC[Si](OC)(OC)C)CCCCC